1-(2-(2,2-difluoroethoxy)-3,5-difluorophenyl)ethan-1-amine FC(COC1=C(C=C(C=C1F)F)C(C)N)F